[N+](=O)([O-])C=1C=C2/C(/C(NC2=CC1)=O)=C/1\C(N(/C(/S1)=N/C1=CC=CC=C1)C1=CC=CC=C1)=O (Z)-5-((Z)-5-nitro-2-oxoindolin-3-ylidene)-3-phenyl-2-(phenylimino)-thiazolidin-4-one